COC(=O)C=1C=C(C=CC1)C1=C(C=CC(=C1)CBr)OC 5'-(bromomethyl)-2'-methoxy-[1,1'-biphenyl]-3-carboxylic acid methyl ester